B(O)(O)C=1C=C(C[C@H](N)C(=O)O)C=CC1 3-borono-L-phenylalanine